OC(C(=O)N[C@H](CO)[C@H](O)C(CCCCCCCCCCCCCC)O)CCCCCCCCCCCCCCCCCCCCCCC N-(2-hydroxypentacosanoyl)-4R-hydroxysphinganine